ClC=1C=C(C=CC1)CCN1[C@@H](C[C@@H](C1)COC1=CC=C(C=C1)S(=O)(=O)C)C (2R,4S)-1-(3-chlorophenyl-ethyl)-2-methyl-4-((4-(methylsulfonyl)phenoxy)methyl)pyrrolidine